methyl 5-amino-6-[[(2S)-oxetan-2-yl]methylamino]pyridine-2-carboxylate NC=1C=CC(=NC1NC[C@H]1OCC1)C(=O)OC